ClC=1C(=C(C=2C(=C(SN2)N2C(CN(CC2)C(C=C)=O)CO)C1)F)C1=CC(=CC2=CC=CC=C12)O 1-(4-(5-chloro-7-fluoro-6-(3-hydroxy-1-naphthalenyl)-2,1-benzothiazol-3-yl)-3-(hydroxymethyl)-1-piperazinyl)-2-propen-1-one